N-[(1R)-4-[6-[5-(6-methyl-2-pyridyl)-1H-imidazol-4-yl]-3-quinolyl]cyclohex-3-en-1-yl]piperidine-4-carboxamide CC1=CC=CC(=N1)C1=C(N=CN1)C=1C=C2C=C(C=NC2=CC1)C1=CC[C@@H](CC1)NC(=O)C1CCNCC1